C1(CCCC1)P(C1=CSC=C1P(C1CCCC1)C1CCCC1)C1CCCC1 3,4-di(dicyclopentylphosphino)-thiophene